FC1=CC=C(C=C1)C=1C=C2C(=NC=NC2=C(C1)OC)NCC1CNCC1 6-(4-fluorophenyl)-8-methoxy-N-(pyrrolidin-3-ylmethyl)quinazolin-4-amine